N-chlorosuccinimide chloride [Cl-].ClN1C(CCC1=O)=O